N1=CC=C(C=C1)CC(=O)Cl 2-(4-pyridyl)acetyl chloride